N1[C@@H](CCC1)C(=O)N proline, amide